FC=1C=C(C=CC1F)[C@@H](C1=CC=C(C(=O)N)C=C1)OC1=C(C=C2C(CCOC2=C1C)=O)F (R,S)-4-((3,4-difluorophenyl)((6-fluoro-8-methyl-4-oxochroman-7-yl)oxy)methyl)benzamide